2-((2-(4-(3-((1H-indazol-5-yl)ethynyl)-5-fluorophenyl)pyrimidin-2-yl)isoindolin-5-yl)oxy)N,N-dimethylethanamine N1N=CC2=CC(=CC=C12)C#CC=1C=C(C=C(C1)F)C1=NC(=NC=C1)N1CC2=CC=C(C=C2C1)OCCN(C)C